3-fluoro-N-(4-((8-fluoro-3-(phenylsulfonyl)-7-(o-tolyl)pyrrolo[3,2-e]indazol-6(3H)-yl)methyl)phenethyl)propan-1-amine FCCCNCCC1=CC=C(C=C1)CN1C(=C(C=2C=3C=NN(C3C=CC21)S(=O)(=O)C2=CC=CC=C2)F)C2=C(C=CC=C2)C